cis-9-tetradecenal acetate C(C)(=O)O.C(CCCCCCC\C=C/CCCC)=O